C[C@H](C1=CC=C(C=C1)Cl)N (R)-(+)-1-(4-chlorophenyl)ethylamine